2-{[({2'-[(Butylcarbamoyl)-oxy]-1,1'-binaphthyl-2-yl}oxy)carbonyl]amino}ethyl acrylat C(C=C)(=O)OCCNC(=O)OC1=C(C2=CC=CC=C2C=C1)C1=C(C=CC2=CC=CC=C12)OC(NCCCC)=O